FC(CCCCCCOC(CCC(=O)OCCCCCCBr)OCCCCCCC(C(F)(F)F)(F)F)(C(F)(F)F)F 6-bromohexyl 4,4-bis((7,7,8,8,8-pentafluorooctyl)oxy)butanoate